5-acetamino-2-(acetoxymethyl)-6-(2-(2-(2-azidoethoxy)ethoxy)ethoxy)tetrahydro-2H-pyran-3,4-diyldiacetate N(C(=O)C)C1C(C(C(OC1OCCOCCOCCN=[N+]=[N-])COC(C)=O)CC(=O)[O-])CC(=O)[O-]